2-(tert-pentyl)benzene-1,3-diol C(C)(C)(CC)C1=C(C=CC=C1O)O